((3S,4R,8R,9S,10S)-9-(4-bromophenyl)-3,4-dimethoxy-1,6-diazabicyclo[6.2.0]decan-10-yl)methylamine BrC1=CC=C(C=C1)[C@@H]1[C@@H]2CNC[C@H]([C@H](CN2[C@@H]1CN)OC)OC